C1(=CC=CC=C1)C(C1=CC=CC=C1)=NC(C(=O)OCC)CC(C)(C)F ethyl 2-(diphenylmethyleneamino)-4-fluoro-4-methyl-pentanoate